NC1[C@@H]2CN(C[C@H]12)C1=CC=C(C=N1)C=1C=C(NC1)C=1C=NN(C1)C 4-(6-((1R,5S,6r)-6-amino-3-azabicyclo[3.1.0]hexan-3-yl)pyridin-3-yl)-2-(1-methyl-1H-pyrazol-4-yl)-1H-pyrrole